NC(=S)SCC dithio-urethane